FC1([C@](CC2(OCCO2)CC1)(C)CN1C=NC2=C1C=C(C=C2)C#N)F (S)-1-((8,8-Difluoro-7-methyl-1,4-dioxaspiro[4.5]decan-7-yl)methyl)-1H-benzo[d]imidazole-6-carbonitrile